carbazole-3-boronate C1=CC(=CC=2C3=CC=CC=C3NC12)B([O-])[O-]